BrC=1C2=CN(N=C2C(=CC1)OC(F)F)C 4-bromo-7-(difluoromethoxy)-2-methyl-2H-indazole